CON[C@H](CC1=C(C=C(C=C1Cl)Cl)Cl)C (2S)-N-methoxy-1-(2,4,6-trichlorophenyl)propan-2-amine